(3R,4S)-3-cyclopropyl-1-(3-fluoro-6-(1-((2S,3S)-2-methyloxetan-3-yl)-1H-pyrazol-4-yl)pyrazolo[1,5-a]pyrazin-4-yl)-4-methyl-2-oxopyrrolidine-3-carbonitrile C1(CC1)[C@]1(C(N(C[C@H]1C)C=1C=2N(C=C(N1)C=1C=NN(C1)[C@@H]1[C@@H](OC1)C)N=CC2F)=O)C#N